(R)-8-(6-(4-Chlorophenyl)pyrimidin-4-yl)-9-oxooctahydro-2H-pyrazino[1,2-a]pyrazin ClC1=CC=C(C=C1)C1=CC(=NC=N1)N1C([C@@H]2N(CCNC2)CC1)=O